1-(4-((4-(isoindolin-2-ylmethyl)-2-(methylsulfonyl)phenoxy)-methyl)phenyl)ethanone C1N(CC2=CC=CC=C12)CC1=CC(=C(OCC2=CC=C(C=C2)C(C)=O)C=C1)S(=O)(=O)C